ClC=1C(=C(C(=CC1)N1N=NC(=C1)C(F)(F)F)C1=CC(=NC=C1F)O)F 4-(3-chloro-2-fluoro-6-(4-(trifluoromethyl)-1H-1,2,3-triazol-1-yl)phenyl)-5-fluoropyridin-2-ol